3-hydroxy-4-(4-(((cis)-3-hydroxycyclobutyl)amino)phthalazin-1-yl)benzonitrile OC=1C=C(C#N)C=CC1C1=NN=C(C2=CC=CC=C12)N[C@@H]1C[C@@H](C1)O